COC(=O)C=1C=C(C2=C(N(C[C@H](O2)C)[C@@H](C)C2CCN(CC2)C(=O)OC(C)(C)C)C1)F (2R)-4-{(1S)-1-[1-(tert-Butoxycarbonyl)piperidin-4-yl]ethyl}-8-fluoro-2-methyl-3,4-dihydro-2H-1,4-benzoxazine-6-carboxylic acid methyl ester